N-(6-amino-5-ethylpyridin-3-yl)-2-((2R,5S)-2-(2-(1,5-dimethylpiperidin-3-yl)benzo[d]thiazol-5-yl)-5-methylpiperidin-1-yl)-2-oxoacetamide NC1=C(C=C(C=N1)NC(C(=O)N1[C@H](CC[C@@H](C1)C)C=1C=CC2=C(N=C(S2)C2CN(CC(C2)C)C)C1)=O)CC